(2R)-1-((6,6-bis(octyloxy)hexanoyl)oxy)pentadecan C(CCCCCCC)OC(CCCCC(=O)OCCCCCCCCCCCCCCC)OCCCCCCCC